COCCOCCOCCOCCOCCOCCOCCOCCOCCOCCOCCOCCNC(C1=CC(=C(C=C1)\C=C\[N+](=O)[O-])C(F)(F)F)=O (E)-N-(2,5,8,11,14,17,20,23,26,29,32,35-dodecaoxaheptatriacontan-37-yl)-4-(2-nitrovinyl)-3-(trifluoromethyl)benzamide